[(3R)-3-[4-(6-oxo-1H-pyridin-3-yl)phenyl]-3-[[(6S)-6-tert-butyl-5,6,7,8-tetrahydrothieno[2,3-b]quinoline-2-carbonyl]amino]propyl]-tetrahydropyran-4-yl-ammonium O=C1C=CC(=CN1)C1=CC=C(C=C1)[C@@H](CC[NH2+]C1CCOCC1)NC(=O)C1=CC=2C(=NC=3CC[C@@H](CC3C2)C(C)(C)C)S1